CC1(OB(OC1(C)C)C=1C=C(C=CC1)C=1C=NC=CC1)C 3-[3-(4,4,5,5-tetramethyl-1,3,2-dioxaborolan-2-yl)phenyl]pyridine